C1(CC1)N1C(=NC=2C1=NC(=CC2C)C2=CC=C(C=C2)CN2CC1(C2)CN(C1)CC(C)C)C1=CC=C(C=C1)S(=O)(=O)C 3-cyclopropyl-5-(4-((6-isobutyl-2,6-diazaspiro[3.3]heptan-2-yl)methyl)phenyl)-7-methyl-2-(4-(methylsulfonyl)phenyl)-3H-imidazo[4,5-b]pyridine